N-methyl-N-(4-(methylsulfonyl)benzyl)-6-(2-azaspiro[5.5]undecan-2-yl)-2-(trifluoromethyl)pyrimidin-4-amine CN(C1=NC(=NC(=C1)N1CC2(CCC1)CCCCC2)C(F)(F)F)CC2=CC=C(C=C2)S(=O)(=O)C